Ethyl 4-(2-bromoacetyl)-2,5-dimethylbenzoate BrCC(=O)C1=CC(=C(C(=O)OCC)C=C1C)C